(2S,4S)-4-methyl-2-piperidinecarboxylic acid ethyl ester C(C)OC(=O)[C@H]1NCC[C@@H](C1)C